1-benzenesulfonyl-4-[((3R,4R)-1-benzyl-4-methylpiperidin-3-yl)-methyl-amino]-1H-pyrrolo[2,3-b]pyridine-5-carbonitrile C1(=CC=CC=C1)S(=O)(=O)N1C=CC=2C1=NC=C(C2N(C)[C@H]2CN(CC[C@H]2C)CC2=CC=CC=C2)C#N